N1-((S)-7-(3-(4-hydroxypiperidin-1-yl)prop-1-yn-1-yl)-5-methyl-4-oxo-2,3,4,5-tetrahydrobenzo[b][1,4]oxazepin-3-yl)-N2-((R)-1-phenylethyl)oxalamide OC1CCN(CC1)CC#CC1=CC2=C(OC[C@@H](C(N2C)=O)NC(C(=O)N[C@H](C)C2=CC=CC=C2)=O)C=C1